ClC1=NC(=NC(=N1)Cl)NC1=NC(=CC=C1)Cl 4,6-dichloro-N-(6-chloropyridin-2-yl)-[1,3,5]triazin-2-amine